butylphenyl-alpha-naphthylamine C(CCC)N(C1=CC=CC2=CC=CC=C12)C1=CC=CC=C1